trithiophene indium [In].S1C=CC=C1.S1C=CC=C1.S1C=CC=C1